CC1(O[C@H](CN(C1)C1CCC=2C1=NNC(C2C(F)(F)F)=O)C(=O)N2CCN(CC2)C2=NC=C(C#N)C=C2)C 6-(4-((2R)-6,6-dimethyl-4-(3-oxo-4-(trifluoromethyl)-3,5,6,7-tetrahydro-2H-cyclopenta[c]pyridazin-7-yl)morpholin-2-carbonyl)piperazin-1-yl)nicotinonitrile